C(C)(C)(C)OC(NCC=1N=NN(C1)CC1=CC=C(C=C1)OC)=O [1-(4-methoxy-benzyl)-1H-[1,2,3]triazol-4-ylmethyl]-carbamic acid tert-butyl ester